ClC1=C(C=C(OCC(=O)NC2CCCNC2)C=C1)F 5-[2-(4-chloro-3-fluoro-phenoxy)acetamido]piperidine